tungsten(III) chloride [W](Cl)(Cl)Cl